1-(3-(difluoromethyl)-4-fluorophenyl)-5,5-difluoro-3-(trifluoromethyl)-4,5,6,7-tetrahydro-1H-indol-4-ol FC(C=1C=C(C=CC1F)N1C=C(C=2C(C(CCC12)(F)F)O)C(F)(F)F)F